N-[5-(3,5-difluorophenyl)pyrazin-2-yl]-2,2-dimethyl-cyclopropanecarboxamide FC=1C=C(C=C(C1)F)C=1N=CC(=NC1)NC(=O)C1C(C1)(C)C